sodium bicarbonat C([O-])(O)=O.[Na+]